N[C@@H](C(C)C)C(=O)O[C@@H]1[C@H](O[C@]([C@@H]1O)(C1=CC=C2C(=NC=NN21)NC(C(C)C)=O)C#N)COC(CC2CCCCC2)=O (2R,3S,4R,5R)-5-cyano-2-((2-cyclohexylacetoxy)methyl)-4-hydroxy-5-(4-isobutyramidopyrrolo[2,1-f][1,2,4]triazin-7-yl)tetrahydrofuran-3-yl L-valinate